C(C)OC1=C(C(=O)NCC2=CC(=CC=C2)OC(F)(F)F)C=C(C=C1)NC(C(C)C)=O 2-ethoxy-5-isobutyrylamino-N-(3-(trifluoromethoxy)benzyl)benzamide